3-chloro-2-phenylpropane sodium [Na].ClCC(C)C1=CC=CC=C1